FC=1C=C(C=CC1F)C1=CC(=C(C=C1)NC(C)S(=O)(=O)NC)C1=NN(C=C1)C (3',4'-difluoro-3-(1-methyl-1H-pyrazol-3-yl)-[1,1'-biphenyl-4-yl]amino)-N-methylethane-1-sulfonamide